1-(3-(4-fluorobenzyl)-3-(1-(4-fluorophenyl)-6-methyl-1H-indazol-5-yl)pyrrolidin-1-yl)ethan-1-one FC1=CC=C(CC2(CN(CC2)C(C)=O)C=2C=C3C=NN(C3=CC2C)C2=CC=C(C=C2)F)C=C1